CN1CCN(CC1)C1=C(N=NC=C1)N (4-methylpiperazin-1-yl)pyridazin-3-amine